N[C@H]1[C@H](CCCC1)N(C=1C=C2C(N(C(C2=CC1)=O)C1C(NC(CC1)=O)=O)=O)C 5-(((1S,2R)-2-Aminocyclohexyl)(methyl)amino)-2-(2,6-dioxopiperidin-3-yl)isoindolin-1,3-dion